N=1N=C(N(C1N)N)N 4H-1,2,4-triazole-3,4,5-triamine